2-((2S)-4-((S)-2-(((S)-1-methylpyrrolidin-2-yl)methoxy)-7-(naphthalen-1-yl)-5,6,7,8-tetrahydroquinazolin-4-yl)-1-(oxirane-2-carbonyl)piperazin-2-yl)acetonitrile formate salt C(=O)O.CN1[C@@H](CCC1)COC1=NC=2C[C@H](CCC2C(=N1)N1C[C@@H](N(CC1)C(=O)C1OC1)CC#N)C1=CC=CC2=CC=CC=C12